CN(CCOCCN(C)C)C bis-(2-dimethylamino-ethyl) ether